ClC=1C(=C(C=CC1F)[C@H](NC(=O)[C@@H]1CNC(O1)=O)C=1C=NC(=CC1)OCC(F)(F)F)F |o1:8| (S)-N-((R or S)-(3-chloro-2,4-difluorophenyl)(6-(2,2,2-trifluoroethoxy)pyridin-3-yl)methyl)-2-oxooxazolidine-5-carboxamide